C(C)(C)(C)N(CC(=O)O)C(C1=C(C=C(C(=C1)N1C(N(C(N(C1=O)C)=S)C)=O)F)Cl)=O tert-butyl-(2-chloro-5-(3,5-dimethyl-2,6-dioxo-4-thioxo-1,3,5-triazin-1-yl)-4-fluorobenzoyl)glycine